5-(4-bromo-2,6-difluorophenyl)-1,3,4-thiadiazol-2-amine BrC1=CC(=C(C(=C1)F)C1=NN=C(S1)N)F